NN1C(C(NC2=C(C=CC=C12)S(=O)(=O)C)=O)C1CC1 4-amino-3-cyclopropyl-8-(methylsulfonyl)-3,4-dihydroquinoxalin-2(1H)-one